C[C@H]1N([C@H](CN(C1)C1=NC=C(C=N1)C(F)(F)F)C)C(=O)OC1CC2(CN(C2)C([2H])([2H])C2=C(C(=C(C(=C2[2H])[2H])[2H])[2H])[2H])C1 2-[(2H5)phenyl(2H2)methyl]-2-azaspiro[3.3]heptan-6-yl (2R,6S)-2,6-dimethyl-4-[5-(trifluoromethyl)pyrimidin-2-yl]piperazine-1-carboxylate